CC=1OC(=CC1)C 2,5-DIMETHYLFURAN